1-Cbz-3-azetidinone C(=O)(OCC1=CC=CC=C1)N1CC(C1)=O